2,6-Diisopropyl-N-methyl-N-(4-nitrophenyl)benzamide C(C)(C)C1=C(C(=O)N(C2=CC=C(C=C2)[N+](=O)[O-])C)C(=CC=C1)C(C)C